(R)-N-(4-(azetidin-1-yl)-1-(3-((5-bromopyrimidin-2-yl)amino)pyrrolidin-1-yl)phthalazin-6-yl)acryl-amide formate C(=O)O.N1(CCC1)C1=NN=C(C2=CC=C(C=C12)NC(C=C)=O)N1C[C@@H](CC1)NC1=NC=C(C=N1)Br